CN(C1=CC=C(C=C1)C(C1=C(C=CC=C1)O)C1=CC=C(C=C1)OC)C (4-dimethylaminophenyl)(4-methoxyphenyl)(2-hydroxyphenyl)methane